N-(5,8,11,14-eicosatetraenoyl)taurine C(CCCC=CCC=CCC=CCC=CCCCCC)(=O)NCCS(=O)(=O)O